C(C)(C)(C)OC(NCC1=CC(=CC=C1)N1N=C(C=C1C(NC1=C(C=CC(=C1)[C@H](OCC1CC1)C1=CC(=CC=C1)C#N)F)=O)C(F)(F)F)=O |r| racemic-3-(5-(5-((3-cyanophenyl)(cyclopropylmethoxy)methyl)-2-fluorophenylcarbamoyl)-3-(trifluoromethyl)-1H-pyrazol-1-yl)phenylmethylcarbamic acid tert-butyl ester